ClC=1C(=NC=CC1)C1(COC1)C(=O)N1CC2=NN(C=C2C1)S(=O)(=O)C1=NN(C=C1)CC(F)F 3-chloro-2-(3-{2-[1-(2,2-difluoroethyl)pyrazol-3-ylsulfonyl]-4H,6H-pyrrolo[3,4-c]pyrazole-5-carbonyl}oxetan-3-yl)pyridine